C(C)(C)(C)OC(=O)N([C@H]1[C@@H](C1)C1=CC=CC=C1)CC1(CCN(CC1)CC1(CCC1)C(=O)OCC1=CC=CC=C1)COC Benzyl 1-{[4-({(tert-butoxycarbonyl)[(1R,2S)-2-phenylcyclopropyl]amino}methyl)-4-(methoxymethyl)piperidin-1-yl]methyl}cyclobutanecarboxylate